N=1NN=NC1[C@H]1C[C@@H](NC1)C(=O)O (2R,4S)-4-(2H-Tetrazol-5-yl)pyrrolidine-2-carboxylic acid